1-ethyl-2-hexylcyclohexane C(C)C1C(CCCC1)CCCCCC